3-(methylamino)propyltrichlorosilane CNCCC[Si](Cl)(Cl)Cl